N-([1,1'-biphenyl]-4-yl)-2-(2-(cyclopropanesulfonamido)thiazol-4-yl)-3-methylbutanamide C1(=CC=C(C=C1)NC(C(C(C)C)C=1N=C(SC1)NS(=O)(=O)C1CC1)=O)C1=CC=CC=C1